(S)-2-[3-((R)-1-carboxy-2-methylthio-ethyl)-ureido]Glutaric acid C(=O)(O)[C@H](CSC)NC(N[C@H](C(=O)O)CCC(=O)O)=O